NC1=C(C=CC(=N1)N[C@H](C)C1=C(C=CC(=C1)F)OCC1=CC=CC=C1)[N+](=O)[O-] (R)-2-(1-((6-Amino-5-nitropyridin-2-yl)amino)ethyl)-1-benzyloxy-4-fluorobenzene